1,4'-bis(chloromethyl)biphenyl tert-butyl-(3-(3-(2-(2,6-dioxopiperidin-3-yl)-1,3-dioxoisoindolin-4-yl)propoxy)propyl)(methyl)carbamate C(C)(C)(C)OC(N(C)CCCOCCCC1=C2C(N(C(C2=CC=C1)=O)C1C(NC(CC1)=O)=O)=O)=O.ClCC1(CC=CC=C1)C1=CC=C(C=C1)CCl